4-(dimethylamino)benzene-1-Sulphonyl chloride CN(C1=CC=C(C=C1)S(=O)(=O)Cl)C